2-chloro-8-fluoro-N-(4-nitrophenylethyl)quinolin-4-amine ClC1=NC2=C(C=CC=C2C(=C1)NCCC1=CC=C(C=C1)[N+](=O)[O-])F